CC=1OC(=C(N1)C=1C(=C(N)C=CC1)OC)C 3-(2,5-dimethyloxazol-4-yl)-2-methoxyaniline